FC1=C(C=C(C(=C1)OC)NCC=1C=CC=C2C=CC=NC12)N 4-fluoro-6-methoxy-1-N-(quinolin-8-ylmethyl)benzene-1,3-diamine